NC1=C(C=CC(=C1)OC(F)F)O 2-amino-4-(difluoromethoxy)phenol